rhodium bisphosphine P.P.[Rh]